C(CCC)C1(N(S(C2=C(N(C1)C1=CC=CC=C1)C=C(C(=C2)CSCC(=O)OCC)N(C)C)(=O)=O)CC2=CC=C(C=C2)OC)CC ethyl 2-(((3-butyl-7-(dimethylamino)-3-ethyl-2-(4-methoxybenzyl)-1,1-dioxido-5-phenyl-2,3,4,5-tetrahydro-1,2,5-benzothiadiazepin-8-yl)methyl)thio)acetate